FC(F)SC1=CC=C(C2=C1CCO2)[N+](=O)[O-] 4-difluoromethylsulfanyl-7-nitro-2,3-dihydrobenzofuran